The molecule is a 3beta-hydroxy steroid that is estr-4-ene substituted by a beta-hydroxy group at positions 3 and 17. It is a synthetic anabolic steroid that is used as a dietary supplement by athletes to enhance performance. It has a role as a nutraceutical and a prohormone. It is a 17beta-hydroxy steroid, an anabolic androgenic steroid, a 3beta-hydroxy steroid and a diol. It derives from a hydride of an estrane. C[C@]12CC[C@H]3[C@H]([C@@H]1CC[C@@H]2O)CCC4=C[C@H](CC[C@H]34)O